C(C)(=O)C=1C(OC2=CC=CC=C2C1)=O 3-(acetyl)coumarin